CC1=NOC(=C1C1=C(C(=C(C=C1CCCCC)O)C1CCCC(=C1)C)O)C 3-(3,5-dimethylisoxazol-4-yl)-5'-methyl-4-pentyl-1',2',3',4'-tetra-hydro-[1,1'-biphenyl]-2,6-diol